OCCCCCC#CC1=CC2=C(N(C(N2C)=O)C2C(NC(CC2)=O)=O)C=C1 3-[5-(7-hydroxyhept-1-yn-1-yl)-3-methyl-2-oxo-1,3-benzodiazol-1-yl]piperidine-2,6-dione